tert-butyl (R)-3-(4-((3-chloro-2-fluorophenyl)amino)quinazolin-6-yl)-3-fluoropyrrolidine-1-carboxylate ClC=1C(=C(C=CC1)NC1=NC=NC2=CC=C(C=C12)[C@]1(CN(CC1)C(=O)OC(C)(C)C)F)F